N-(3-Triethoxysilylpropyl)urea C(C)O[Si](CCCNC(=O)N)(OCC)OCC